C(C(=C)C)(=O)OOC1=CC=C(C(=O)C2=CC=C(C=C2)Br)C=C1 4-methacryloxyoxy-4'-bromobenzophenone